7-(3-hydroxy-3-methylbutoxy)-2-(4-methoxyphenyl)[1,2,4]triazolo[1,5-c]quinazolin OC(CCOC1=CC=CC=2C=3N(C=NC12)N=C(N3)C3=CC=C(C=C3)OC)(C)C